Methyl 4-bromo-2-(bromomethyl)-6-methoxybenzoate BrC1=CC(=C(C(=O)OC)C(=C1)OC)CBr